(2R)-3-methyl-2-phenyl-1-[5-(pyridine-2-sulfonyl)-1H,2H,3H,4H,5H,6H-pyrrolo[3,4-c]pyrrol-2-yl]butan-1-one CC([C@@H](C(=O)N1CC=2CN(CC2C1)S(=O)(=O)C1=NC=CC=C1)C1=CC=CC=C1)C